4-[(3-dimethylaminopropyl)dimethylsilyl]styrene CN(CCC[Si](C1=CC=C(C=C)C=C1)(C)C)C